(+)-trans-2-(2-chloro-4-trifluoromethyl-phenyl)-5,7-dihydroxy-8-(2-hydroxymethyl-1-methyl-pyrrolidin-3-yl)-benzopyran-4-one hydrochloride Cl.ClC1=C(C=CC(=C1)C(F)(F)F)C=1OC2=C(C(C1)=O)C(=CC(=C2[C@H]2[C@@H](N(CC2)C)CO)O)O